(R)-N-(5-(5-ethyl-1,2,4-oxadiazol-3-yl)-2,3-dihydro-1H-inden-1-yl)-6-oxo-1,6-dihydropyridine-3-carboxamide C(C)C1=NC(=NO1)C=1C=C2CC[C@H](C2=CC1)NC(=O)C1=CNC(C=C1)=O